C(C1CO1)OCCC[SiH2]C(OCC)OCC 3-glycidoxypropyl-diethoxymethyl-silane